ClCCCC(=O)N(C1=NNC(=C1)C)CC1=C(C=C(C=C1)OC)OC 4-chloro-N-[(2,4-dimethoxyphenyl)methyl]-N-(5-methyl-1H-pyrazol-3-yl)butanamide